tin lead indium [In].[Pb].[Sn]